CC1=NN(C(=C1)C(=O)OC)C=1SC=C(N1)C1=CC=C(C=C1)C(F)(F)F Methyl 3-methyl-1-(4-(4-(trifluoromethyl) phenyl) thiazol-2-yl)-1H-pyrazole-5-carboxylate